ClC1=CC=C(C=C1)C1=CC=2C3=C(C=NC2C=C1)N(C(N3C=3C(=CC(=C(C#N)C3)F)C)=N)C 5-(8-(4-Chlorophenyl)-2-imino-3-methyl-2,3-dihydro-1H-imidazo[4,5-c]quinolin-1-yl)-2-fluoro-4-methylbenzonitrile